O[C@H](CO)C1=CC=CC(=N1)C1=CC2=C(N(CCN(C2)C(=O)OC(C)(C)C)C2=CC=C(C=C2)C(F)(F)F)C=C1 tert-butyl (S)-7-(6-(1,2-dihydroxyethyl)pyridin-2-yl)-1-(4-(trifluoromethyl)phenyl)-1,2,3,5-tetrahydro-4H-benzo[e][1,4]diazepine-4-carboxylate